C(CC1=CC=CC=C1)S(=O)(=O)N1OCC[C@H]1C1=CC=CC=C1 (S)-2-(phenethylsulfonyl)-3-phenylisoxazolidine